2,4,6-tribromobenzoyl chloride BrC1=C(C(=O)Cl)C(=CC(=C1)Br)Br